C(CC(C)C)C1=CC=C(C(=O)OCC)C=C1 ethyl 4-isopentylbenzoate